C(C)(C)C=1C2=C(NC1C=1C=C(C=3N(C1)N=CN3)C)C=C(S2)CN2CCN(CC2)C 6-isopropyl-5-(8-methyl-[1,2,4]triazolo[1,5-a]pyridin-6-yl)-2-((4-methylpiperazin-1-yl)methyl)-4H-thieno[3,2-b]pyrrole